C1(=CC=C(C=C1)OCCC#N)C1=CC=C(C=C1)OCCC#N 3,3'-([1,1'-biphenyl]-4,4'-diylbis(oxy))dipropionitrile